O=C1N(CC2=C(C=CC=C12)B1OC(C(O1)(C)C)(C)C)CC(C#N)=C 2-{[1-oxo-4-(4,4,5,5-tetramethyl-1,3,2-dioxaborolan-2-yl)-2,3-dihydro-1H-isoindol-2-yl]methyl}prop-2-enenitrile